4-Ethoxyphenylacetylene C(C)OC1=CC=C(C=C1)C#C